[O-]S(=O)(=O)C(F)(F)F.FC(F)(F)[Cu-](C(F)(F)F)C(F)(F)F tris(trifluoromethyl)copper (II) triflate